C(#N)C1=C(C=C(C2=C1CCO2)C2=CC=C(C=C2)C(C)(F)F)NCC(C(=O)O)=C 2-[[[4-cyano-7-[4-(1,1-difluoroethyl)phenyl]-2,3-dihydrobenzofuran-5-yl]amino]methyl]prop-2-enoic acid